ClC1=C(C(=O)NC2=C(C=C(C=C2)F)F)C=C(C=C1)NC(=O)[C@@H]1C([C@H]1C1=CC(=CC=C1)S(F)(F)(F)(F)F)(Cl)Cl trans-2-Chloro-5-(2,2-dichloro-3-(3-(pentafluoro-λ6-sulfanyl)phenyl)cyclopropane-1-carboxamido)-N-(2,4-difluorophenyl)benzamide